BrC=1C=C2C(CC3N(C2=CC1)CCNC3=O)=O 8-Bromo-2,3,4a,5-tetrahydro-1H-pyrazino[1,2-a]quinoline-4,6-dione